Methyl-sulfanyl-methane sulfate S(=O)(=O)(O)O.CCS